FC(=C1CCN(CC1)C1=C(C(=O)NC2=CC=CC3=C2N=C2N3CCC2)C=CC(=C1)NS(=O)(=O)CCO)F 2-(4-(difluoromethylene)piperidin-1-yl)-N-(2,3-dihydro-1H-benzo[d]pyrrolo[1,2-a]imidazol-5-yl)-4-(2-hydroxyethanesulfonylamino)benzamide